2-(4-(4-methoxy-3-nitrophenyl)-1-methylpiperazin-2-yl)propan-2-ol COC1=C(C=C(C=C1)N1CC(N(CC1)C)C(C)(C)O)[N+](=O)[O-]